tert-butyl 3-[4-[4-([1,2,4]triazolo[1,5-a]pyridin-7-yloxy)anilino]pyrido[3,2-d]pyrimidin-6-yl]piperidine-1-carboxylate N=1C=NN2C1C=C(C=C2)OC2=CC=C(NC=1C3=C(N=CN1)C=CC(=N3)C3CN(CCC3)C(=O)OC(C)(C)C)C=C2